tert-butyl 3-(4-cyanobenzyl)-5-oxo-5,6,7,9-tetrahydropyrazolo[1,5-a]pyrido[4,3-e]pyrimidine-8(4H)-carboxylate C(#N)C1=CC=C(CC=2C=NN3C2NC(C2=C3CN(CC2)C(=O)OC(C)(C)C)=O)C=C1